rac-(5aR,6S,7R,8R,8aS)-3-chloro-5a-(4-fluorophenyl)-8,8a-dihydroxy-6-phenyl-5a,7,8,8a-tetrahydro-6H-cyclopenta[4,5]furo[3,2-b]pyridine-7-carboxylic acid ClC=1C=C2C(=NC1)[C@]1([C@@](O2)([C@@H]([C@H]([C@H]1O)C(=O)O)C1=CC=CC=C1)C1=CC=C(C=C1)F)O |r|